(2-methyloxazol-5-yl)ethanone CC=1OC(=CN1)C(C)=O